5-(2-(2,3-dihydro-1H-pyrrolo[2,3-b]quinolin-7-yl)ethyl)tetrahydrofuran-3,4-diol N1CCC=2C1=NC1=CC(=CC=C1C2)CCC2C(C(CO2)O)O